1-isobutyryl-6-methyl-4-(phenylsulfonyl)-N-(4-(thiazol-2-yl)benzyl)piperazine-2-carboxamide C(C(C)C)(=O)N1C(CN(CC1C)S(=O)(=O)C1=CC=CC=C1)C(=O)NCC1=CC=C(C=C1)C=1SC=CN1